2-(5-chloro-2-thenoyl)-acetonitrile ClC1=CC=C(S1)C(=O)CC#N